CN(C1CCC(CC1)N1C(NC2=C1C=C(C(=C2)C=2C=C(C=1N(C2)N=CN1)C)C)=O)C 1-((1s,4s)-4-(dimethylamino)cyclohexyl)-6-methyl-5-(8-methyl-[1,2,4]triazolo[1,5-a]pyridin-6-yl)-1,3-dihydro-2H-benzo[d]imidazol-2-one